(4R,5S)-5-fluoro-1-[4-({8-[(2R,3S)-3-(methanesulfonylmeth-yl)-2-methylazetidin-1-yl]isoquinolin-3-yl}amino)pyrimidin-2-yl]-3,3-dimethylpiperidin-4-ol F[C@@H]1[C@@H](C(CN(C1)C1=NC=CC(=N1)NC=1N=CC2=C(C=CC=C2C1)N1[C@@H]([C@H](C1)CS(=O)(=O)C)C)(C)C)O